FC(C(C(C(OC(C(C(C(F)(F)F)(F)F)(F)F)(F)F)(F)F)(F)F)(F)F)(F)F 1,1,1,2,2,3,3,4,4-nonafluoro-4-(perfluorobutoxy)butane